C1=C(C=CC=2SC3=C(C21)C=C(C=C3)C=3C=C(C=CC3)CO)C=3C=C(C=CC3)CO [dibenzo[b,d]thiophene-2,8-diyldi(3,1-phenylene)]dimethanol